BrC1=C(C=C(CC(C(OC)OC)N)C=C1)OC (4-bromo-3-methoxybenzyl)-2,2-dimethoxyethan-1-amine